FC1=C(C(=CC(=C1)C(NC)=O)F)C=1N=C2N(C=CC(=C2)C)C1CC1CN(CCO1)C(=O)[O-] 2-((2-(2,6-difluoro-4-(methylcarbamoyl)phenyl)-7-methylimidazo[1,2-a]pyridin-3-yl)methyl)morpholine-4-carboxylate